Ytterbium(II) fluoride [F-].[Yb+2].[F-]